difluorophenethyl alcohol FC(CC1=CC=CC=C1)(F)O